N[C@H]1C[C@@H](CN(C1)C=1C2=C(N=C(N1)OC[C@]13CCCN3C[C@@H](C1)F)C(=C(N=C2)C2=CC(=CC1=CC=CC=C21)O)F)O (3S,5S)-5-Amino-1-(8-fluoro-2-(((2R,7aS)-2-fluorohexahydro-1H-pyrrolizin-7a-yl)methoxy)-7-(3-hydroxynaphthalen-1-yl)pyrido[4,3-d]pyrimidin-4-yl)piperidin-3-ol